2-[5-cyano-4-(2-methyl-4-pyridyl)pyrrolo[2,3-b]pyridin-1-yl]-N-(5-pyrazin-2-yl-2-pyridyl)acetamide C(#N)C=1C(=C2C(=NC1)N(C=C2)CC(=O)NC2=NC=C(C=C2)C2=NC=CN=C2)C2=CC(=NC=C2)C